[N+](=O)([O-])C1=C(C(C2=CC=CC=C12)=O)[N+](=O)[O-] dinitroindenone